9,9-difluoro-4-(5-methyl-1H-indazol-4-yl)-2-(2-(2-propenoyl)-2,6-diazaspiro[3.4]octan-6-yl)-5,7,8,9-tetrahydrooxepino[4,3-b]pyridine-3-carbonitrile FC1(CCOCC=2C1=NC(=C(C2C2=C1C=NNC1=CC=C2C)C#N)N2CC1(CN(C1)C(C=C)=O)CC2)F